N,N-bis(9,9-dimethyl-9H-fluoren-2-yl)-3',3',4',5',7'-pentamethyl-2',3'-dihydrospiro-[fluorene-9,1'-inden]-2-amine CC1(C2=CC=CC=C2C=2C=CC(=CC12)N(C1=CC2=C(C=C1)C1=CC=CC=C1C21CC(C2=C(C(=CC(=C12)C)C)C)(C)C)C1=CC=2C(C3=CC=CC=C3C2C=C1)(C)C)C